4-bromo-5,9-dichloro-7-methylsulfanyl-1,3-dihydrofuro[3,4-f]quinoline BrC1=C2C(=C3C(=CC(=NC3=C1Cl)SC)Cl)COC2